1,8-diazabicyclo[5.4.0]undec-7-ene fumaric acid salt C(\C=C\C(=O)O)(=O)O.N12CCCCCC2=NCCC1